Cl.NC[C@@H](CO)O (S)-3-amino-1,2-propylene glycol hydrochloride